CN(CC(=O)O)C1=CC=C2C(=CC(OC2=C1)=O)C1=C(C=CC=C1)C N-methyl-N-(2-oxo-4-(o-tolyl)-2H-chromen-7-yl)glycine